C1(CC1)C=1C=NN2C1N=C(C=C2NCC2=CC=C(C=C2)C2=NC=CC=C2)C2CCNCC2 3-cyclopropyl-5-(piperidin-4-yl)-N-(4-(pyridin-2-yl)benzyl)pyrazolo[1,5-a]pyrimidin-7-amine